O.[OH-].[Na+] sodium hydroxide, monohydrate